4-boronobenzoic acid B(O)(O)C1=CC=C(C(=O)O)C=C1